pyridin-4-ylmethyl (4-((6-methylpyridin-3-yl)methyl)phenyl)carbamate CC1=CC=C(C=N1)CC1=CC=C(C=C1)NC(OCC1=CC=NC=C1)=O